COC1=CC=C(C=C1)C#N p-methoxybenzonitrile